6-(2-pyridyl)-N3-sec-butyl-N2-tetrahydrofuran-3-ylpyridine-2,3-diamine N1=C(C=CC=C1)C1=CC=C(C(=N1)NC1COCC1)NC(C)CC